C(C1=CC=CC=C1)OC(C(=O)O)=O oxalic acid monobenzyl ester